ethyl 2-(5-bromo-1-ethyl-2-{2-[(1S)-1-methoxyethyl]pyridin-3-yl}-1H-indol-3-yl)acetate BrC=1C=C2C(=C(N(C2=CC1)CC)C=1C(=NC=CC1)[C@H](C)OC)CC(=O)OCC